(4-amino-7-chloro-1-methyl-1H-pyrazolo[4,3-c]quinolin-8-yl)(3-(4-(trifluoromethyl)phenyl)-1-azetidinyl)methanone NC1=NC=2C=C(C(=CC2C2=C1C=NN2C)C(=O)N2CC(C2)C2=CC=C(C=C2)C(F)(F)F)Cl